tetramethanolate tungsten [W+4].C[O-].C[O-].C[O-].C[O-]